4-(3-((2,6-dimethylpiperidin-4-yl)methyl)-6-(1-methyl-1H-indazol-5-yl)-3H-imidazo[4,5-c]pyridin-7-yl)-2-fluorobenzonitrile CC1NC(CC(C1)CN1C=NC2=C1C=NC(=C2C2=CC(=C(C#N)C=C2)F)C=2C=C1C=NN(C1=CC2)C)C